(R or S)-4-((3-Methoxyphenyl)(phenyl)methyl)piperidine COC=1C=C(C=CC1)[C@H](C1CCNCC1)C1=CC=CC=C1 |o1:8|